ethyl 2-[2-(benzhydrylideneamino)-7-oxo-spiro[5H-thieno[2,3-c]pyridine-4,1'-cyclopropane]-6-yl]acetate C(C1=CC=CC=C1)(C1=CC=CC=C1)=NC1=CC2=C(C(N(CC23CC3)CC(=O)OCC)=O)S1